(+-)-2,4-dimethyl-4,4a,5,9b-tetrahydroindeno[1,2-d][1,3]dioxine CC1OC(C2C(O1)C1=CC=CC=C1C2)C